tert-butyl 3-(((tert-butylsulfinyl) amino) (5-(4-cyclopropyl-2-(4-fluoro-2-methylphenoxy)-5-(trifluoromethyl) benzamido)-2-fluorophenyl) methyl)-2-oxopyrrolidine-1-carboxylate C(C)(C)(C)S(=O)NC(C1C(N(CC1)C(=O)OC(C)(C)C)=O)C1=C(C=CC(=C1)NC(C1=C(C=C(C(=C1)C(F)(F)F)C1CC1)OC1=C(C=C(C=C1)F)C)=O)F